7-chloro-6-(6-methoxy-1H-benzo[d]imidazol-2-yl)-2-methyl-2H-pyrazolo[4,3-b]pyridin-5(4H)-one ClC=1C=2C(NC(C1C1=NC3=C(N1)C=C(C=C3)OC)=O)=CN(N2)C